2,6-bis(ethylsulfanyl)-N-methoxy-N-methylisonicotinamide C(C)SC=1C=C(C(=O)N(C)OC)C=C(N1)SCC